CC1=C(OC2=C(C=C(C=C2C1=O)C)[C@@H](C)NC1=C(C(NC(=C1)C)=O)C(=O)N)C1=CC2=CN(N=C2C=C1)C 4-[[(1R)-1-[3,6-Dimethyl-2-(2-methylindazol-5-yl)-4-oxo-chromen-8-yl]-ethyl]amino]-6-methyl-2-oxo-1H-pyridine-3-carboxamide